7-fluoro-1-(4-((tetrahydro-2H-pyran-4-yl)methoxy)phenyl)-9H-pyrido[3,4-b]indole-3-carboxylic acid FC1=CC=C2C3=C(NC2=C1)C(=NC(=C3)C(=O)O)C3=CC=C(C=C3)OCC3CCOCC3